alpha-p-toluenesulfonyl-2-fluorobenzyl isonitrile CC1=CC=C(C=C1)S(=O)(=O)C(C1=C(C=CC=C1)F)[N+]#[C-]